OC(CO)C1=C(C(=O)N2[C@@H](CSCC2)COC2=C(C=O)C(=CC=C2)O)C=CC=C1 2-(((3R)-4-(2-(1,2-dihydroxyethyl)benzoyl)thiomorpholin-3-yl)methoxy)-6-hydroxybenzaldehyde